NC1=NC(=NC=2N1N=C(N2)C=2OC=CC2)NCCC2=CC=C(C=C2)C(=O)N2CC(CCC2)F (4-(2-(7-amino-2-(furan-2-yl)-[1,2,4]triazolo[1,5-a][1,3,5]triazin-5-ylamino)ethyl)-phenyl)(3-fluoropiperidin-1-yl)methanone